FC1=C(N=CC2=C1N=C(N=C2N2CC1(CC(NC1=O)=O)CCC2)OCC21CCCN1CCC2)C2=CC=CC1=CC=CC(=C21)F 7-(8-fluoro-7-(8-fluoronaphthalen-1-yl)-2-((hexahydro-1H-pyrrolizin-7a-yl)methoxy)pyrido[4,3-d]pyrimidin-4-yl)-2,7-diazaspiro[4.5]decane-1,3-dione